O.[Cl-].OC(C[N+](C)(C)C)COC1=CC=C(C=C1)C(C1=CC=CC=C1)=O 2-hydroxy-3-(4-benzoylphenoxy)-N,N,N-trimethyl-1-propyl-ammonium chloride monohydrate